FC(C1=CC=C(C=C1)N1CC(CC2=CC=CC=C12)NCC#N)(F)F 2-((1-(4-(trifluoromethyl)phenyl)-1,2,3,4-tetrahydroquinolin-3-yl)amino)acetonitrile